6-methyltetrahydro-2H-pyran-3-yl (S)-2-hydroxypropionate O[C@H](C(=O)OC1COC(CC1)C)C